(R)-6-Chloro-1'-(1-((S)-2-cyclopropyl-1-phenylethyl)-1H-pyrazole-4-carbonyl)-5-fluorospiro[benzo[d][1,3]oxazine-4,3'-piperidin]-2(1H)-one ClC1=C(C2=C(NC(O[C@@]23CN(CCC3)C(=O)C=3C=NN(C3)[C@@H](CC3CC3)C3=CC=CC=C3)=O)C=C1)F